9-(2,4-difluorophenyl)-3-fluoro-2-methyl-7-((2S,4S)-2-(1-methyl-1H-pyrazol-4-yl)tetrahydro-2H-pyran-4-yl)-4H-pyrazino[1,2-a]pyrimidin-4-one FC1=C(C=CC(=C1)F)C1=NC(=CN2C1=NC(=C(C2=O)F)C)[C@@H]2C[C@H](OCC2)C=2C=NN(C2)C